(R)-3-(isooxazolidin-3-yl)-N,N-dimethylaniline O1N[C@H](CC1)C=1C=C(N(C)C)C=CC1